4-[4-fluoro-2-(2,2,2-trifluoroethoxy)phenyl]-6-[4-(2-hydroxypropan-2-yl)phenyl]-5,6-dihydro-7H-pyrrolo[3,4-d]pyrimidin-7-one FC1=CC(=C(C=C1)C=1C2=C(N=CN1)C(N(C2)C2=CC=C(C=C2)C(C)(C)O)=O)OCC(F)(F)F